4-((4-methoxybenzyl)oxy)benzo[d]oxazole COC1=CC=C(COC2=CC=CC3=C2N=CO3)C=C1